FC1(CN(C1)C(CN1C(C2=C(C=C1)SC=C2C2=CC(=C(C=C2)F)C)=O)=O)C 5-(2-(3-fluoro-3-methylazetidin-1-yl)-2-oxoethyl)-3-(4-fluoro-3-methylphenyl)thieno[3,2-c]pyridin-4(5H)-one